2-ethyl-6-(methoxymethoxy)-4-methylphenol C(C)C1=C(C(=CC(=C1)C)OCOC)O